O=C1NC(CCC1N1C(C2=C3C(C=CC=C13)=CC(=C2)N2CC(C2)N(C([O-])=O)C2=CC(=CC=C2)OC(F)(F)F)=O)=O 1-(1-(2,6-dioxopiperidin-3-yl)-2-oxo-1,2-dihydrobenz[cd]indol-4-yl)azetidin-3-yl(3-(trifluoromethoxy)phenyl)carbamate